C1(CCCC1)N1C2=C(N(C(C(C1)(F)F)=O)C)C=NC(=N2)NC2=CC(=C(C(=O)O)C=C2OC)F 4-[(9-cyclopentyl-7,7-difluoro-5-methyl-6-oxo-8H-pyrimido[4,5-b][1,4]diazepin-2-yl)amino]-2-fluoro-5-methoxy-benzoic acid